N-[4-fluoro-5-(2-propan-2-yloxypyrimidin-5-yl)-2-[rac-(3R)-3,4-dimethylpiperazin-1-yl]phenyl]-6-oxo-4-(trifluoromethyl)-1H-pyridine-3-carboxamide FC1=CC(=C(C=C1C=1C=NC(=NC1)OC(C)C)NC(=O)C1=CNC(C=C1C(F)(F)F)=O)N1C[C@H](N(CC1)C)C |r|